C(C)(=O)C1=C2C(C(=NN(C2=CC=C1)C1=CC2=C(OC(C(O2)(F)F)(F)F)C=C1)C(=O)OCC)=O ethyl 5-acetyl-4-oxo-1-(2,2,3,3-tetrafluoro-1,4-benzodioxin-6-yl)cinnoline-3-carboxylate